2-(2-(difluoromethoxy)-7-methylquinoxalin-5-yl)-6-(2-methoxyethoxy)benzo[d]thiazole FC(OC1=NC2=CC(=CC(=C2N=C1)C=1SC2=C(N1)C=CC(=C2)OCCOC)C)F